butyl ((4'-((2-(tert-butyl)-1H-imidazol-1-yl)methyl)-5-isobutyl-[1,1'-biphenyl]-2-yl)sulfonyl)-carbamate C(C)(C)(C)C=1N(C=CN1)CC1=CC=C(C=C1)C1=C(C=CC(=C1)CC(C)C)S(=O)(=O)NC(OCCCC)=O